NC1=C(C=CC=C1C1CN(CC1)C#N)C1=CC=CC=C1 3-(2-amino-[1,1'-biphenyl]-3-yl)pyrrolidine-1-carbonitrile